C(C)C=1C(NC=2C=C(C=NC2C1)CN1C[C@@H](N(CC1)C=1C=CC(=NC1C)C(=O)NC([2H])([2H])[2H])C)=O (S)-5-(4-((7-ethyl-6-oxo-5H-1,5-naphthyridin-3-yl)methyl)-2-methylpiperazine-1-yl)-6-methyl-N-(methyl-d3)pyridine-2-carboxamide